tert-butyl 4-methyl-2-[[(3S)-3-[[7-(5-methyl-1,2,4-oxadiazol-3-yl)-1-isoquinolyl]amino]pyrrolidine-1-carbonyl]amino]thiazole-5-carboxylate CC=1N=C(SC1C(=O)OC(C)(C)C)NC(=O)N1C[C@H](CC1)NC1=NC=CC2=CC=C(C=C12)C1=NOC(=N1)C